2-((4-bromopyridin-2-yl)amino)ethanol BrC1=CC(=NC=C1)NCCO